4-[(E)-3-[4-(2-Carboxyethylsulfamoyl)phenyl]-3-oxoprop-1-enyl]benzoic acid C(=O)(O)CCNS(=O)(=O)C1=CC=C(C=C1)C(/C=C/C1=CC=C(C(=O)O)C=C1)=O